C(C)(C)N1CCN(CC1)C1=CC=C(C=C1)C=1C=C(C2=C(N(C(=N2)C2=CC=C(C=C2)S(=O)(=O)C)C)C1)NC1CCN(CC1)C1COC1 6-(4-(4-isopropylpiperazin-1-yl)phenyl)-1-methyl-2-(4-(methylsulfonyl)phenyl)-N-(1-(oxetan-3-yl)piperidin-4-yl)-1H-benzo[d]imidazol-4-amine